Rhenium heptoxid [Re](=O)(=O)(=O)(=O)(=O)(=O)=O